(1S,3R)-1-(4-Bromo-2,6-difluorophenyl)-3-methyl-2-(2,2,2-trifluoroethyl)-1,2,3,4-tetrahydroisoquinolin-6-ol BrC1=CC(=C(C(=C1)F)[C@H]1N([C@@H](CC2=CC(=CC=C12)O)C)CC(F)(F)F)F